(S)-3-(2-benzyl-3-chloro-7-oxo-2,4,5,7-tetrahydro-6H-pyrazolo[3,4-c]pyridin-6-yl)-1-methyl-9-(2,2,2-trifluoroacetyl)-3,4,8,9,10,11-hexahydro-[1,4]oxazepino[3,2-f]isoquinolin-2(1H)-one C(C1=CC=CC=C1)N1N=C2C(N(CCC2=C1Cl)[C@@H]1C(N(C2=C3CCN(CC3=CC=C2OC1)C(C(F)(F)F)=O)C)=O)=O